The molecule is an organic cation resulting from the protonation of pyocyanin. It is a member of phenazines and an organic cation. It is a conjugate acid of a pyocyanine. C[N+]1=C2C=CC=C(C2=NC3=CC=CC=C31)O